C(#N)C=1C=C(OC=2C=CC(=C3C(CCC23)=O)S(=NC#N)(=O)CF)C=C(C1)F N-((7-(3-cyano-5-fluorophenoxy)-3-oxo-2,3-dihydro-1H-inden-4-yl)(fluoromethyl)(oxo)-λ6-sulfanylidene)cyanamide